ClC=1C=C(C[C@H](N)C(=O)O)C=CC1O 3-Chloro-L-tyrosine